(methyl)-1H-1,2,4-triazole CN1N=CN=C1